N-(2-(5-methyl-2,6-dioxo-1,2,3,6-tetrahydropyrimidin-4-yl)phenyl)-4-(2-(piperidin-1-yl)ethoxy)benzamide CC1=C(NC(NC1=O)=O)C1=C(C=CC=C1)NC(C1=CC=C(C=C1)OCCN1CCCCC1)=O